ClC=1C=NN(C1C(NC1=NC=C(C=C1F)C#CC1=CC=CC=C1)=O)C1CC(N(CC1)C(=O)OC(C)(C)C)C tert-butyl 4-(4-chloro-5-((3-fluoro-5-(phenylethynyl)pyridin-2-yl)carbamoyl)-1H-pyrazol-1-yl)-2-methylpiperidine-1-carboxylate